BrC1=C(NCC(F)(F)F)C(=CC=C1F)[N+](=O)[O-] 2-bromo-3-fluoro-6-nitro-N-(2,2,2-trifluoroethyl)aniline